C1=CC(=CC=C1CC2=CC=C(C=C2)N3C(=O)C=CC3=O)N4C(=O)C=CC4=O 4,4'-bis(maleimido)diphenylmethane